(9Z,12Z)-N-(2-(((Z)-Octadeca-9-en-1-yl)oxy)ethyl)octadeca-9,12-dien-1-amine C(CCCCCCC\C=C/CCCCCCCC)OCCNCCCCCCCC\C=C/C\C=C/CCCCC